2-[(2R)-2-{[2-(1H-1,3-benzodiazol-2-yl)ethyl]amino}propyl]-N-[(3-fluoropyridin-2-yl)methyl]-[1,3]thiazolo[5,4-d]pyrimidin-7-amine N1C(=NC2=C1C=CC=C2)CCN[C@@H](CC=2SC=1N=CN=C(C1N2)NCC2=NC=CC=C2F)C